4-[(3-bromopyridin-4-yl)methyl]-4-hydroxypiperidine-1-carboxylic acid tert-butyl ester C(C)(C)(C)OC(=O)N1CCC(CC1)(O)CC1=C(C=NC=C1)Br